ClC=1C=C2CCN(CC2=C(C1)[C@H]1N(CCC1)C(=O)OC(C)(C)C)C1=CC(=NC=C1)OC tert-butyl (S)-2-(6-chloro-2-(2-methoxypyridin-4-yl)-1,2,3,4-tetrahydroisoquinolin-8-yl)pyrrolidine-1-carboxylate